OC1(CC(C1)(C)C)C(=O)O 1-hydroxy-3,3-dimethylcyclobutane-1-carboxylic acid